2-Fluoro-4-((5-formyl-1H-imidazol-1-yl)methyl)benzonitrile FC1=C(C#N)C=CC(=C1)CN1C=NC=C1C=O